pyridinium triflate [O-]S(=O)(=O)C(F)(F)F.[NH+]1=CC=CC=C1